CC=1N=CNC1CN 1-(4-methyl-1H-imidazol-5-yl)methanamine